C1(=CC=C(C=C1)C[C@H](C(=O)NCC(=O)N[C@H](C(=O)N[C@H](C(=O)NC12CC3CC(CC(C1)C3)C2)CC2=CNC3=CC=CC=C23)CC)NC(C(C)(C)C)=O)C2=CC=CC=C2 (S)-2-(2-((R)-3-([1,1'-biphenyl]-4-yl)-2-pivaloylaminopropionamido)acetamido)-N-((S)-1-(adamantan-1-ylamino)-3-(1H-indol-3-yl)-1-oxopropan-2-yl)butanamide